N,N-dimethylthiophosphoric acid triamide CN(P(N)(N)=S)C